5-bromobenzo[b]thiophen-3(2H)-one BrC1=CC2=C(SCC2=O)C=C1